O1-benzyl O2-methyl (2S,4S)-4-[4-[3-[(2R)-3-[tert-butoxycarbonyl(methyl)amino]-2-methoxy-propyl]-2-methyl-imidazo[4,5-c]pyridin-4-yl]pyrimidin-2-yl]oxypyrrolidine-1,2-dicarboxylate C(C)(C)(C)OC(=O)N(C[C@@H](CN1C(=NC2=C1C(=NC=C2)C2=NC(=NC=C2)O[C@H]2C[C@H](N(C2)C(=O)OCC2=CC=CC=C2)C(=O)OC)C)OC)C